vinyl-tertiary butyl-peroxysilane C(=C)[SiH2]OOC(C)(C)C